FC=1C=NC=CC1COC=1C=CC2=C(N3[C@@H](COC2)CNCC3)N1 (R)-2-((3-fluoropyridin-4-yl)methoxy)-7,7a,8,9,10,11-hexahydro-5H-pyrazino[2,1-c]pyrido[2,3-e][1,4]oxazepine